NC1=NC2=C(N1C/C=C/CNC(OC(C)(C)C)=O)C(=CC(=C2)C(N)=O)C tert-butyl (E)-(4-(2-amino-5-carbamoyl-7-methyl-1H-benzo[d]imidazol-1-yl)but-2-en-1-yl)carbamate